2-propanyl 4-{(3S,5aR,6R,7R,8aS)-6-[(1E,3R)-4-(2,5-difluorophenoxy)-3-(tetrahydro-2H-pyran-2-yloxy)-1-buten-1-yl]-7-hydroxyoctahydro-2H-cyclopenta[b]oxepin-3-yl}butanoate FC1=C(OC[C@@H](/C=C/[C@H]2[C@@H](C[C@@H]3OC[C@H](CC[C@@H]32)CCCC(=O)OC(C)C)O)OC3OCCCC3)C=C(C=C1)F